4-[3-(4,5-dichloro-1-methyl-1H-indole-2-amido)oxetan-3-yl]-3-fluorobenzoic acid ClC1=C2C=C(N(C2=CC=C1Cl)C)C(=O)NC1(COC1)C1=C(C=C(C(=O)O)C=C1)F